CN1N=NN=C1CCl 1-Methyl-5-(chloromethyl)-1H-tetrazole